C(N)(OC1(C(C1)C(C)(C)C)CN(C(CBr)=O)C1=CC=C(C=C1)Br)=O tert-butyl(1-((2-bromo-N-(4-bromophenyl) acetamido)-methyl)cyclopropyl) carbamate